(2-chloro-5-fluorophenyl)-6-hydroxy-3-methoxy-7-[(4-methoxyphenyl)methyl]-5-nitro-1,6,7,8-tetrahydropyrrolo[4,3-g]indazol-8-one ClC1=C(C=C(C=C1)F)N1N=C(C2=CC(=C3C(=C12)C(N(C3O)CC3=CC=C(C=C3)OC)=O)[N+](=O)[O-])OC